N1N=CC2=CC=C(C=C12)C=1C2=C(NN1)C1=C(C2)SC(=C1)C=1C=CC(=NC1)N 5-(3-(1H-indazol-6-yl)-1,4-dihydrothieno[2',3':4,5]cyclopenta[1,2-c]pyrazol-6-yl)pyridin-2-amine